N'-(5-fluoro-2-hydroxybenzylidene)-2-(3-fluorophenoxy)propionyl-hydrazine FC=1C=CC(=C(C=NNC(C(C)OC2=CC(=CC=C2)F)=O)C1)O